FC1=CC=C(C=C1)CC(=O)NC1=NC=CC(=C1)C1=CC=2C(=NC=CN2)N1 2-(4-fluorophenyl)-N-[4-(5H-pyrrolo[2,3-b]pyrazin-6-yl)pyridin-2-yl]acetamide